C(\C=C\C(=O)O)(=O)O.FC1=C(C=CC=C1)C1=CC(=CN1S(=O)(=O)C=1C=NC=CC1)CNC 1-[5-(2-fluorophenyl)-1-(pyridine-3-sulfonyl)-1H-pyrrole-3-yl]-N-methyl-methylamine monofumarate